CC1=C(C=2N(C=C1C=1NC3=CC=C(C=C3C1C(C)C)C1CC(C1)N(C)C)N=CN2)C 3-(2-(7,8-dimethyl-[1,2,4]triazolo[1,5-a]pyridin-6-yl)-3-isopropyl-1H-indol-5-yl)-N,N-dimethylcyclobutan-1-amine